C(CCCC)C(COC(CCCCN(C(OCCN(CCOC(N(CCCCC(=O)OCC(CCCCC)CCCCC)CCC)=O)CCCN(CC)CC)=O)CCC)=O)CCCCC Bis(2-pentylheptyl)11-(3-(diethylamino)propyl)-7,15-dioxo-6,16-dipropyl-8,14-dioxa-6,11,16-triazahenicosanedioate